1-(2-fluoro-4-(oxetan-3-yloxy)phenyl)ethan-1-ol FC1=C(C=CC(=C1)OC1COC1)C(C)O